(R)-1-(2,4-difluorophenyl)-3-(isoquinolin-4-yl)-2-oxoimidazolidine-4-carbonitrile FC1=C(C=CC(=C1)F)N1C(N([C@H](C1)C#N)C1=CN=CC2=CC=CC=C12)=O